O1CCOC12CC(CC2)COS(=O)(=O)C Methanesulfonic acid 1,4-dioxaspiro[4.4]nonan-7-ylmethyl ester